tert-butyl 2-acetyl-5-oxa-2,8-diazaspiro[3.5]nonane-8-carboxylate C(C)(=O)N1CC2(C1)OCCN(C2)C(=O)OC(C)(C)C